(6aR,8S,9S,10aR)-9-(hydroxymethyl)-6,6-dimethyl-3-(2-methyloctan-2-yl)-8,9-ditritio-7,8,10,10a-tetrahydro-6aH-benzo[c]chromen-1-ol OC[C@@]1(C[C@@H]2[C@H](C(OC=3C=C(C=C(C23)O)C(C)(CCCCCC)C)(C)C)C[C@@H]1[3H])[3H]